6-((4-((3S,4R)-3-amino-4-methylpiperidin-1-yl)-5-(1-(difluoromethyl)-1H-pyrazol-4-yl)pyridin-2-yl)amino)-2-(2,4-difluoro-6-methoxyphenyl)nicotinonitrile N[C@@H]1CN(CC[C@H]1C)C1=CC(=NC=C1C=1C=NN(C1)C(F)F)NC1=NC(=C(C#N)C=C1)C1=C(C=C(C=C1OC)F)F